6-chloro-N-[(4-fluorophenyl)methyl]-1-methyl-1H-pyrazolo[3,4-d]pyrimidin-4-amine ClC1=NC(=C2C(=N1)N(N=C2)C)NCC2=CC=C(C=C2)F